C1(=CC=CC=C1)C=1C(=C2C(=CC1)N=C1C=CC3=C4C=CC=CC4=NC3=C12)C1=NC=CC=C1C1=CC=CC2=CC=CC=C12 Phenyl(naphthalenylpyridinyl)indolocarbazole